ClC=1C=NC=C(C1[C@@H](C)OC=1C=C2C(=NN(C2=CC1)C1OCCCC1)C=1C=C(C(=NC1)OC)NC(=O)C=1C=CC=C2C=CC=NC12)Cl N-(5-(5-((R)-1-(3,5-Dichloropyridin-4-yl)ethoxy)-1-(tetrahydro-2H-pyran-2-yl)-1H-indazol-3-yl)-2-methoxypyridin-3-yl)quinoline-8-carboxamide